C(O)(O)=O.C1(=CC=CC=C1)OC=1C(C(=O)O)=CC=CC1.C(C=1C(O)=CC=CC1)(=O)O.C(C=1C(O)=CC=CC1)(=O)OCC(C)C isobutyl salicylate (salicylate) phenyl-(salicylate) carbonate